(R)-1-(4-((5-(1-(1,3-difluoropropan-2-yl)-1H-benzo[d][1,2,3]triazol-6-yl)-4-methoxypyrrolo[2,1-f][1,2,4]triazin-2-yl)amino)-3,3-difluoropiperidin-1-yl)-2-hydroxyethan-1-one FCC(CF)N1N=NC2=C1C=C(C=C2)C=2C=CN1N=C(N=C(C12)OC)N[C@H]1C(CN(CC1)C(CO)=O)(F)F